BrC1=CC(=C(C=C1)N1CCOCC1)OC 4-(4-bromo-2-methoxy-phenyl)morpholine